CC1=CC=C(C=C1)S(=O)(=O)O.C(CCC)C1=NN2C(C=CC(=C2)OC\C(\CN)=C\F)=N1 (E)-2-(((2-butyl-[1,2,4]triazolo[1,5-a]pyridin-6-yl)oxy)methyl)-3-fluoroprop-2-en-1-amine 4-methylbenzenesulfonate